C(C)OC1=C(C=C(C=C1)CC1=NNC(C2=CC=CC=C12)=O)C1=CC2=C(NC(=N2)NC(OCC)=O)C=C1 Ethyl (5-(2-ethoxy-5-((4-oxo-3,4-dihydrophthalazin-1-yl)methyl)phenyl)-1H-benzoimidazol-2-yl)carbamate